CNC(=O)C1=CC=2C3=C(C=NC2C=C1)COC3 N-methyl-1,3-dihydrofuro[3,4-c]quinoline-8-carboxamide